tert-butyl N-[1-[1-[(3R)-2,6-dioxo-3-piperidyl]indolin-4-yl]azetidin-3-yl]-N-methyl-carbamate O=C1NC(CC[C@H]1N1CCC2=C(C=CC=C12)N1CC(C1)N(C(OC(C)(C)C)=O)C)=O